N-methyl-pyrrolidinium C[NH+]1CCCC1